(-)-Methyl-3-(4-(3-fluorophenyl)buta-2,3-dien-1-yl)-4-oxo-2-phenylchromane-3-carboxylate COC(=O)C1(C(OC2=CC=CC=C2C1=O)C1=CC=CC=C1)CC=C=CC1=CC(=CC=C1)F